O=C1NC(CCC1N1C(C2=CC=C(C=C2C1=O)OCCCCCCC1=CC=C(C=C1)OC1CC(C1)OC1=NC=C(C=C1)C=1C=CC=2C3=C(N(C2C1)C)C=CN=C3)=O)=O 2-(2,6-dioxopiperidin-3-yl)-5-((6-(4-((1r,3r)-3-((5-(5-methyl-5H-pyrido[4,3-b]indol-7-yl)pyridin-2-yl)oxy)cyclobutoxy)phenyl)hexyl)oxy)isoindoline-1,3-dione